C1CCCC=C1 1,2,3,4-tetrahydrobenzol